BrC1=CN=C2N1C=C(C(=C2)N2CCOCC2)[N+](=O)[O-] (3-bromo-6-nitroimidazo[1,2-a]pyridin-7-yl)morpholine